ClC1=C(C=CC=C1)N1/C(/SC(C1)=C)=N/C(OCC)=O Ethyl (Z)-(3-(2-chlorophenyl)-5-methylenethiazolidin-2-ylidene)carbamate